C(CCCCCCCCCCC(=O)OC1CC(NC(C1)(C)C)(C)C)(=O)OC1CC(NC(C1)(C)C)(C)C bis-(2,2,6,6-tetramethyl-4-piperidyl) dodecanedioate